ClC=1C=2C=3N(C(=NC2C=CC1)N[C@@H]1C(NCCNC1)=O)N=C(N3)C3=CC(=CC=C3)F (6S)-6-{[10-chloro-2-(3-fluorophenyl)[1,2,4]triazolo[1,5-c]quinazolin-5-yl]amino}-1,4-diazepan-5-one